(S)-4-((2-((3-cyclopropyl-6,6-dimethyl-4,5,6,7-tetrahydrobenzofuran-7-yl)amino)-3,4-dioxocyclobut-1-en-1-yl)amino)-3-hydroxy-N,N-dimethylpicolinamide C1(CC1)C1=COC2=C1CCC([C@@H]2NC2=C(C(C2=O)=O)NC2=C(C(=NC=C2)C(=O)N(C)C)O)(C)C